C(C1=CC=CC=C1)NP(=O)(OCCSC(C(CO[Si](C)(C)C(C)(C)C)(C)C)=O)C(C1=CC2=C(SC(=C2)C(=O)O)C=C1)(F)F 5-(((benzylamino)(2-((3-((tert-butyldimethylsilyl)oxy)-2,2-dimethylpropanoyl)thio)ethoxy)phosphoryl)difluoromethyl)benzo[b]thiophene-2-carboxylic acid